FC(C1=NC=CC=C1C(=O)NC1=C2[C@@H](CC(C2=CC=C1)(C)C)C)F 2-(difluoromethyl)-N-[(3R)-2,3-dihydro-1,1,3-trimethyl-1H-inden-4-yl]-3-pyridinecarboxamide